8-(3,7-dimethylocta-2,6-dien-1-yl)-7-hydroxy-2-methyl-5-pentyl-2-(4-(trifluoromethyl)phenyl)-4H-benzo[d][1,3]dioxin-4-one CC(=CCC1=C(C=C(C2=C1OC(OC2=O)(C2=CC=C(C=C2)C(F)(F)F)C)CCCCC)O)CCC=C(C)C